6-[5-(azetidin-3-yl)-2-oxo-1,3-oxazolidin-3-yl]-4H-pyrazino[2,3-b][1,4]oxazin-3-one N1CC(C1)C1CN(C(O1)=O)C1=NC2=C(OCC(N2)=O)N=C1